1-methyl-6-oxo-1,2,3,6-tetrahydropyridin-4-yl triflate O(S(=O)(=O)C(F)(F)F)C=1CCN(C(C1)=O)C